ClC=1C(=NC(=NC1)N1CCC(CC1)C1=CC=C2C(=NN(C2=C1)C)C1C(NC(CC1)=O)=O)NC=1C=C2C=C(C(N(C2=CC1)C)=O)OCC(=O)NC 2-[[6-[[5-chloro-2-[4-[3-(2,6-dioxo-3-piperidyl)-1-methyl-indazol-6-yl]-1-piperidyl]pyrimidin-4-yl]amino]-1-methyl-2-oxo-3-quinolyl]oxy]-N-methyl-acetamide